C(C)(C)(C)OC(=O)N1C[C@H](CC(C1)C)C1=CC(=C(C=C1)Cl)N (R)-3-(3-amino-4-chloro-phenyl)-5-methyl-piperidine-1-carboxylic acid tert-butyl ester